2-(6-methoxynaphthalen-2-yl)-N-(3-methylpyridin-2-yl)propionamide COC=1C=C2C=CC(=CC2=CC1)C(C(=O)NC1=NC=CC=C1C)C